C(CCCCCCCCCCCCCCCCCCCCC)(=O)NCCCN(C)C docosanamidopropyldimethyl-amine